C(C)C(COC(C)(C)OCC(CCCC)CC)CCCC 2,2-di(2-ethylhexyloxy)-propane